ClC=1C(=CC(=NC1)C(F)(F)F)C1CCC(CC1)N1CC2(CS(C2)(=O)=O)CC1 6-((1r,4r)-4-(5-Chloro-2-(trifluoromethyl)pyridin-4-yl)cyclohexyl)-2-thia-6-azaspiro[3.4]octane 2,2-dioxide